methylolamide stearate C(CCCCCCCCCCCCCCCCC)(=O)[O-].C(O)[NH-]